[Cl-].CN1C=[NH+]C=C1 1-methylimidazolium chloride